2-(2-chlorophenyl)-N-(4-{1-[2-(propan-2-yloxy)ethyl]-1H-Pyrazol-4-yl}-3-sulfamoylphenyl)acetamide ClC1=C(C=CC=C1)CC(=O)NC1=CC(=C(C=C1)C=1C=NN(C1)CCOC(C)C)S(N)(=O)=O